NN1CCOCC1 4-Aminomorpholine